FC1(CCN(CC1)C1=C(C=CC(=N1)N1N=NC(=C1)C1=C(C=C(C=C1)NS(=O)(=O)CCO)N1CCC(CC1)C)F)F N-(4-(1-(6-(4,4-difluoropiperidin-1-yl)-5-fluoropyridin-2-yl)-1H-1,2,3-triazol-4-yl)-3-(4-methylpiperidin-1-yl)phenyl)-2-hydroxyethane-1-sulfonamide